FC1=C(C(=CC(=C1)C1=NC(=CN=C1)NCC(C)C)F)N1CCC(CC1)CC(=O)O 2-[1-[2,6-difluoro-4-[6-(isobutylamino)pyrazin-2-yl]phenyl]-4-piperidinyl]acetic acid